C1(CC1)C1=CN=C2C(=N1)N(N=C2N)C2=CC=CC=C2 6-cyclopropyl-1-phenyl-1H-pyrazolo[3,4-b]pyrazin-3-amine